C(C)(C)(C)OC(=O)N1CCC(CC1)C1=C(C2=C(N=NC(=C2)Cl)N1)C 4-[3-chloro-5-methyl-7H-pyrrolo[2,3-c]Pyridazin-6-yl]Piperidine-1-carboxylic acid tert-butyl ester